2-[3-(3,5-dimethylisoxazol-4-yl)phenyl]acetic acid CC1=NOC(=C1C=1C=C(C=CC1)CC(=O)O)C